N-(1-(tert-butyl)-3-(3,3-difluorocyclobutyl)-4-methyl-1H-pyrazol-5-yl)-2-(1-methylcyclopropyl)acetamide C(C)(C)(C)N1N=C(C(=C1NC(CC1(CC1)C)=O)C)C1CC(C1)(F)F